Oxamhydrazid C(C(=O)N)(=O)NN